C[C@H]1CC[C@@H]2[C@H](C[C@@H]3C=C(C[C@@]3([C@]4(C2=C1C(=O)O4)O)C)C)C The molecule is a terpene lactone that is 3,4,5,5a,6,7,7a,10,10a,10b-decahydro-2H-1-oxabenzo[cd]cyclopenta[h]azulen-2-one substituted by a hydroxy group at position 10b and methyl groups at positions 3, 6, 9 and 10a. It is isolated from the West Indian gorgonian octocoral Pseudopterogorgia elisabethae and exhibits antitubercular and antimalarial activity. It has a role as a metabolite, an antimalarial and an antitubercular agent. It is a terpene lactone, an organic heterotetracyclic compound and a tertiary alcohol.